NC=1C=C(C=C2C=C(N=CC12)NC(=O)[C@H]1[C@H](C1)F)C1=CN=NC=C1C1CC1 |r| (±)-cis-N-(8-amino-6-(5-cyclopropylpyridazin-4-yl)isoquinolin-3-yl)-2-fluorocyclopropanecarboxamide